2-bromo-4-(1-(1-(4-fluorophenyl)ethyl)-1H-pyrazol-4-yl)pyridine BrC1=NC=CC(=C1)C=1C=NN(C1)C(C)C1=CC=C(C=C1)F